COC=1C=C2CCN3C(C2=CC1OC)=C\C(\N(C3=O)C3CC(C3)NC(=O)N)=N/C3=C(C=C(C=C3C)C)C 3-[(2E)-9,10-dimethoxy-4-oxo-2-[(2,4,6-trimethylphenyl)imino]-6H,7H-pyrimido[4,3-a]isoquinolin-3-yl]cyclobutylurea